[2-Fluoro-3-methoxy-6-[3-(trifluoromethyl)-1,2,4-triazol-1-yl]phenyl]methanamine FC1=C(C(=CC=C1OC)N1N=C(N=C1)C(F)(F)F)CN